tert-butyl (3R)-3-(3-benzyloxyanilino)piperidine-1-carboxylate C(C1=CC=CC=C1)OC=1C=C(N[C@H]2CN(CCC2)C(=O)OC(C)(C)C)C=CC1